C(C1=CC=CC=C1)OC=1C=C2CCC(=C(C2=CC1)C1=CC=C(C=C1)N1CCC(CC1)C(OC)OC)C=1C=C(C=CC1)O 3-(6-(benzyloxy)-1-(4-(4-(dimethoxymethyl)piperidin-1-yl)phenyl)-3,4-dihydronaphthalen-2-yl)phenol